cerium-iron-manganese [Mn].[Fe].[Ce]